FC(C=1C=C(OC2=NC=C(C=N2)C=2C=C(C=NC2)NC2CN(C2)C(C=C)=O)C=CC1)(F)F 1-[3-[[5-[2-[3-(trifluoromethyl)phenoxy]pyrimidin-5-yl]-3-pyridyl]amino]azetidin-1-yl]prop-2-en-1-one